ClC=1C=C(C2=C(C=C([C@H](O2)C(F)(F)F)C(=O)O)C1)Cl 6,8-dichloro-(S)-2-trifluoromethyl-2H-1-benzopyran-3-carboxylic acid